OC1=CC=C(C=C1)C=1NC2=C(N1)C=CC=C2C(=O)N 2-(4-hydroxyphenyl)benzimidazole-4-carboxamide